N[C@H]1CN(CCC1)C(=O)C=1C=C2OCCN3C(=NC(C1)=C32)C=3N(C2=C(C=CC=C2C3)Cl)CC3=CC=C(C=C3)OC (R)-(3-Aminopiperidin-1-yl)(2-(7-chloro-1-(4-methoxybenzyl)-1H-indol-2-yl)-3,4-dihydro-5-oxa-1,2a-diazaacenaphthylen-7-yl)methanon